8-chloro-2-((2,4-dichlorophenyl)amino)-5-hydroxy-3-(3-methylbutanoyl)quinolin-4(1H)-one ClC=1C=CC(=C2C(C(=C(NC12)NC1=C(C=C(C=C1)Cl)Cl)C(CC(C)C)=O)=O)O